(nitromethyl)tetrahydrofuran-3-yl acetate C(C)(=O)OC1C(OCC1)C[N+](=O)[O-]